tert-butyl 6-(4-(ethoxycarbonyl)-1H-pyrazol-1-yl)-2-azaspiro[3.3]heptane-2-carboxylate C(C)OC(=O)C=1C=NN(C1)C1CC2(CN(C2)C(=O)OC(C)(C)C)C1